2-((1r,4r)-4-hydroxycyclohexylamino)-4-(methylamino)pyrimidine-5-carboxamide OC1CCC(CC1)NC1=NC=C(C(=N1)NC)C(=O)N